C(C)(C)N(C(C(=O)C1=CNC2=CC=C(C=C12)SC)=O)C(C)C N,N-diisopropyl-2-(5-(methylthio)-1H-indol-3-yl)-2-oxoacetamide